FC=1C(=CC=2C3=C(NC(C2C1)=O)CS(CC3NC)(=O)=O)F 8,9-difluoro-1-(methylamino)-1,5-dihydro-2H-thiopyrano[3,4-c]isoquinolin-6(4H)-one 3,3-dioxide